(R)-N-(3-cyanooxetan-3-yl)-4-(2,2-difluoro-7-((5-methoxy-7-methyl-1H-indol-4-yl)methyl)-7-azaspiro[3.5]nonan-6-yl)benzamide C(#N)C1(COC1)NC(C1=CC=C(C=C1)[C@H]1CC2(CC(C2)(F)F)CCN1CC1=C2C=CNC2=C(C=C1OC)C)=O